OC1=C(C2=C(N(C1=O)CC=1C=NN(C1)C1=CC=C(C=C1)S(=O)(=O)C)C=CS2)C(=O)O 6-hydroxy-4-({1-[4-(methylsulfonyl)phenyl]-1H-pyrazol-4-yl}methyl)-5-oxo-4,5-dihydrothieno[3,2-b]pyridine-7-carboxylic acid